2-(2-chloropyridin-4-yl)propanal ClC1=NC=CC(=C1)C(C=O)C